diaza-thiaole N1=NSC=C1